C(C)(C)OC=1C=C(N)C=CC1C=1C=NN(C1)C 3-isopropoxy-4-(1-methyl-1H-pyrazol-4-yl)aniline